O=[S@]1(=N[C@H](CC1)C1=CC=CC=C1)C1=CC=C(C(=O)O)C=C1 |r| rac-4-((1S,3R)-1-oxido-3-phenyl-4,5-dihydro-3H-1λ6-isothiazol-1-yl)benzoic Acid